C(C)(C)(C)OC(=O)N1C(=C(C2=NC(=CC=C21)C2CC1(OCCO1)CC2)C(C)C)C=2C=C(C=1N(C2)N=CN1)OC 3-isopropyl-2-(8-methoxy-[1,2,4]triazolo[1,5-a]pyridin-6-yl)-5-(1,4-dioxaspiro[4.4]non-7-yl)-1H-pyrrolo[3,2-b]pyridine-1-carboxylic acid tert-butyl ester